4-bromo-2-methoxybenzoic acid BrC1=CC(=C(C(=O)O)C=C1)OC